ethyl 6-oxo-1,6-dihydropyridine-2-carboxylate O=C1C=CC=C(N1)C(=O)OCC